ClC1=CC(=C(C=2CCCC12)N)I 7-chloro-5-iodo-2,3-dihydro-1H-inden-4-amine